(R)-5-Cyclopropyl-2-(3-(5-(3-hydroxy-1-methyl-2-oxopyrrolidin-3-yl)isoxazol-3-yl)phenyl)thiazole-4-carboxamide C1(CC1)C1=C(N=C(S1)C1=CC(=CC=C1)C1=NOC(=C1)[C@]1(C(N(CC1)C)=O)O)C(=O)N